C1N(CCC12CCNCC2)CC2=CC=C(C=C2)N2C(=NC=1C2=NC(=CC1)C1=CC=CC=C1)C=1C(=NC=CC1)N 3-(3-(4-((2,8-Diazaspiro[4.5]decan-2-yl)methyl)phenyl)-5-phenyl-3H-imidazo[4,5-b]pyridin-2-yl)pyridin-2-amine